ClC=1C=C2C(C(=C(OC2=CC1)C(=O)NCCCN(C)C)C(C1=C(C=CC=C1)F)=O)=O 6-chloro-N-(3-(dimethylamino)propyl)-3-(2-fluorobenzoyl)-4-oxo-4H-chromene-2-carboxamide